ClC=1C=C(C=C2C=NC(=NC12)N1CCOCC1)C=O 8-Chloro-2-morpholino-quinazoline-6-carbaldehyde